2,3-dimethyl-4-chloropyridine-N-oxide hydrochloride Cl.CC1=[N+](C=CC(=C1C)Cl)[O-]